BrC1=CC=C2C(=N1)NC=C2S(=O)(=O)NC2=NC(=C(C(=N2)OC)CC(F)F)OC 6-bromo-N-[5-(2,2-difluoroethyl)-4,6-dimethoxy-pyrimidin-2-yl]-1H-pyrrolo[2,3-b]pyridine-3-sulfonic acid amide